4-[(4,5-dichloro-1H-indol-2-yl)carbonyl]octahydro-2(1H)-quinoxalinone ClC1=C2C=C(NC2=CC=C1Cl)C(=O)N1CC(NC2CCCCC12)=O